PYRAZOLO[4,3-F]QUINAZOLINE C=1NN=C2C1C=1C=NC=NC1C=C2